tert-butyl (1-(3-fluoro-6-formylpyridin-2-yl)azetidin-3-yl)carbamate FC=1C(=NC(=CC1)C=O)N1CC(C1)NC(OC(C)(C)C)=O